C1(CCCCC1)NCC=1C=C(CSC2=C3CN(C(C3=CC=C2)=O)C2C(NC(CC2)=O)=O)C=CC1 3-(4-((3-((cyclohexylamino)methyl)benzyl)thio)-1-oxoisoindolin-2-yl)piperidine-2,6-dione